(2R)-2-[5-(3-hydroxypropyl)-1H-tetrazol-1-yl]-3-phenylpropionic acid methyl ester COC([C@@H](CC1=CC=CC=C1)N1N=NN=C1CCCO)=O